N1=C(C=CC=2CCCNC12)CCC1CC(C1)OCC[C@H](NC(C(CC)C1=CC(=CC=C1)C(F)(F)F)=O)C(=O)O O-((1S,3S)-3-(2-(5,6,7,8-tetrahydro-1,8-naphthyridin-2-yl)ethyl)cyclobutyl)-N-(2-(3-(trifluoromethyl)phenyl)butanoyl)-L-homoserine